O1C(COCC1)COC=1C=NC=CC1C1=C(C=2C(NCCC2N1)=O)NC1=C(C(=CC=C1)F)CC 2-(3-{[1,4-Dioxacyclohexan-2-yl]methoxy}pyridin-4-yl)-3-(2-ethyl-3-fluoroanilino)-1,5,6,7-tetrahydro-4H-pyrrolo[3,2-c]pyridin-4-one